OCCC[N+]1=C(N(C=C1)C)C 3-(3-hydroxypropyl)-1,2-dimethyl-1H-imidazol-3-ium